1-(2-biphenyloxy)-phenoxyethane C=1(C(=CC=CC1)OC1(OCC)CC=CC=C1)C1=CC=CC=C1